CN1N=C2C(=CC(=CC2=C1)C=1OC2=C(C=C(C=C2C(C1)=O)C)C(C)NC1=C(C(=O)OC(C)(C)C)C=CC=C1)C tert-Butyl 2-[1-[2-(2,7-dimethylindazol-5-yl)-6-methyl-4-oxo-chromen-8-yl]ethylamino]benzoate